CN1C(N(C(=C1)C=1C=CC=C(C1C(=O)O)O)CCCCCC)C=1C=CC=C(C1C(=O)O)O 1-methyl-3-hexylimidazoledisalicylic acid